CC=1C=CC=C2N(CCN(C12)C(=O)OC(C)(C)C)C1=CC2=C(N=C(N=C2)SC)N(C1=O)C=1C=NC=CC1 tert-butyl 8-methyl-4-[2-methylsulfanyl-7-oxo-8-(3-pyridyl)pyrido[2,3-d]pyrimidin-6-yl]-2,3-dihydroquinoxaline-1-carboxylate